methyl 4-[[(2R,3S,4S,5R)-3-[2-[(3,3-difluorocyclobutyl)methoxy]-3,4-difluoro-phenyl]-4,5-dimethyl-5-(trifluoromethyl)tetrahydrofuran-2-carbonyl]amino]pyridine-2-carboxylate FC1(CC(C1)COC1=C(C=CC(=C1F)F)[C@H]1[C@@H](O[C@]([C@H]1C)(C(F)(F)F)C)C(=O)NC1=CC(=NC=C1)C(=O)OC)F